C(C1=C(C=CC=C1)SSC1=C(C#N)C=CC=C1)#N 2,2'-dithio-dibenzonitrile